CN(CCO[C@@H]1CN(CC[C@H]1OC1=CC(=CC=C1)C(F)(F)F)C1=CC(N(C=2C=CC(=NC12)C#N)C)=O)C 8-((3R,4R)-3-(2-(dimethylamino)ethoxy)-4-(3-(trifluoromethyl)phenoxy)piperidin-1-yl)-5-methyl-6-oxo-5,6-dihydro-1,5-naphthyridine-2-carbonitrile